C(C)(C)(C)OC(=O)N[C@H](C(=O)O)C1CCC(CC1)(F)F (2S)-2-{[(tert-butoxy)carbonyl]Amino}-2-(4,4-difluorocyclohexyl)acetic acid